(S)-quinuclidin-3-yl (7-(6-methoxy-5-(trifluoromethyl)pyridin-3-yl)chroman-4-yl)carbamate COC1=C(C=C(C=N1)C1=CC=C2C(CCOC2=C1)NC(O[C@@H]1CN2CCC1CC2)=O)C(F)(F)F